4-(9-(3,4-dichlorophenyl)-3,9-diazaspiro[5.5]undec-3-carbonyl)-6-methylquinolin-2(1H)-one ClC=1C=C(C=CC1Cl)N1CCC2(CCN(CC2)C(=O)C2=CC(NC3=CC=C(C=C23)C)=O)CC1